ClC1=NC=C(C(=N1)N[C@H](C)C1=C(C=C(C=C1)Cl)Cl)N (R)-2-chloro-N4-(1-(2,4-dichlorophenyl)ethyl)pyrimidine-4,5-diamine